(R)-N-(1-(2-methyl-3-(trifluoromethyl)phenyl)ethyl)-6-(piperazin-1-yl)quinolin-4-amine CC1=C(C=CC=C1C(F)(F)F)[C@@H](C)NC1=CC=NC2=CC=C(C=C12)N1CCNCC1